BrC=1OCOCC1 6-bromo-3,5-dioxine